5-{[3-(8-{[(3S,4R)-3-fluoro-1-methylpiperidin-4-yl]amino}-3-[(trifluoromethyl)sulfanyl]imidazo[1,2-a]pyridin-2-yl)prop-2-yn-1-yl]amino}-N-methylpyridine-2-carboxamide F[C@H]1CN(CC[C@H]1NC=1C=2N(C=CC1)C(=C(N2)C#CCNC=2C=CC(=NC2)C(=O)NC)SC(F)(F)F)C